erucic acid oleyl ester C(CCCCCCC\C=C/CCCCCCCC)OC(CCCCCCCCCCC\C=C/CCCCCCCC)=O